FC1=C(C=CC=C1F)[C@@H]1N(OCC1)C1=CC(=NC=N1)NC1=CC(=C(C=C1)N1CCC(CC1)N1CCN(CC1)C)OC (R)-6-(3-(2,3-difluorophenyl)isooxazolidin-2-yl)-N-(3-methoxy-4-(4-(4-methylpiperazine-1-yl)piperidin-1-yl)phenyl)pyrimidin-4-amine